3-carboxy-2-hydroxy-N,N,N-trimethyl-1-propanaminium C(=O)(O)CC(C[N+](C)(C)C)O